CN1C(=CC=2C(=NC(=CC21)C2=CC(=C(C=C2)C2(C[C@H]1CC[C@@H](C2)N1CC)O)F)C)C1=CC=C(C=C1)S(=O)(=O)C (1R,3r,5S)-3-(4-(1,4-dimethyl-2-(4-(methylsulfonyl)phenyl)-1H-pyrrolo[3,2-c]pyridin-6-yl)-2-fluorophenyl)-8-ethyl-8-azabicyclo[3.2.1]octan-3-ol